4-((3S)-3-methyl-3-hydroxypiperidinyl)pyrido[4,3-d]pyrimidine C[C@]1(CN(CCC1)C=1C2=C(N=CN1)C=CN=C2)O